C(C)OC=1C=C(C=CC1C=1NC(C2=C(N1)N(N=N2)CC2=CC=C(C=C2)OC)=O)C2=CC(=CC=C2)\C=C/2\C(NC(O2)=O)=O (Z)-5-((3'-ethoxy-4'-(3-(4-methoxybenzyl)-7-oxo-6,7-dihydro-3H-[1,2,3]triazolo[4,5-d]pyrimidin-5-yl)-[1,1'-biphenyl]-3-yl)methylene)oxazolidine-2,4-dione